C(#N)C=1C=C(C=C(C1)S(=O)(=O)C)NC1=C(C=NC(=C1)NC(C)=O)C1=NC=C(C=C1)C(F)(F)F N-(4'-((3-cyano-5-(methylsulfonyl)phenyl)amino)-5-(trifluoromethyl)-[2,3'-bipyridin]-6'-yl)acetamide